CC=1C(=NC=CC1Cl)CN 1-(3-methyl-chloropyridin-2-yl)methylamine